1-ethyl-5-ethynylindazole C(C)N1N=CC2=CC(=CC=C12)C#C